FC1=C(C=CC(=C1)F)S1CCCN2C(NC(C3=CC(=CC1=C23)C(F)(F)F)=O)=O 1-(2,4-difluorophenyl)-10-(trifluoromethyl)-3,4-dihydro-2H,6H-[1,4]thiazepino[2,3,4-ij]quinazoline-6,8(7H)-dione